(cyclopentylmethoxy)-N-(1,3-dihydroxy-2-methylpropan-2-yl)-2-methyl-2H-indazole-3-carboxamide C1(CCCC1)COC=1C2=C(N(N=C2C=CC1)C)C(=O)NC(CO)(CO)C